Cl.N[C@H]1[C@H](CCC1)C(=O)OCC1=CC=CC=C1 Benzyl (1S,2R)-2-aminocyclopentane-1-carboxylate hydrochloride